N1=C2C(=NC=C1N1CCCC1)NC=C2 1-(5H-pyrrolo[2,3-b]pyrazin-2-yl)pyrrolidin